CC=1C=C(C=CC1C)C=1C=CC2=C(NC(N(C2=O)C2CS(C=C2)(=O)=O)=O)N1 7-(3,4-dimethylphenyl)-3-(1,1-dioxido-2,3-dihydrothiophen-3-yl)pyrido[2,3-d]pyrimidine-2,4(1H,3H)-dione